(3R,4S)-1-(6-bromopyrrolo[2,1-f][1,2,4]triazin-4-yl)-3-cyclopropyl-4-methyl-2-oxopyrrolidine-3-carbonitrile BrC=1C=C2C(=NC=NN2C1)N1C([C@]([C@@H](C1)C)(C#N)C1CC1)=O